tert-butyl (2S)-2-{[(4-{4-oxo-1H,5H,6H,7H-pyrrolo[3,2-c]pyridin-2-yl}pyridin-3-yl)oxy]methyl}azetidine-1-carboxylate O=C1NCCC2=C1C=C(N2)C2=C(C=NC=C2)OC[C@H]2N(CC2)C(=O)OC(C)(C)C